FC1=CC(=C(C=C1)NC1=CN=C(C=C1C(=O)NC=1C(=NC(=C(C1)F)OC)C)C(F)(F)F)C 5-((4-fluoro-2-meth-ylphenyl)amino)-N-(5-fluoro-6-meth-oxy-2-methylpyridin-3-yl)-2-(tri-fluoromethyl)isonicotinamide